C(C)(C)(C)C1N(CCC(C1(C)F)(C)O)C(=O)O.FC(C(=O)O)(F)F.FC1(CN(CCC1(C)O)O)C 3-fluoro-4-hydroxy-3,4-dimethylpiperidinol trifluoroacetate tert-Butyl-3-fluoro-4-hydroxy-3,4-dimethylpiperidine-1-carboxylate